CC1=C(C=C(C=C1)NC(C1=CC(=NC=C1)C(F)(F)F)=O)C=1C=NC(=C(C1)N1CCOCC1)C#CC1COCC1 N-(4-methyl-3-(5-morpholino-6-((tetra-hydrofuran-3-yl)-ethynyl)pyridin-3-yl)phenyl)-2-(tri-fluoromethyl)isonicotinamide